3,6,9,12,15-eicosapentaenoic acid ethyl ester C(C)OC(CC=CCC=CCC=CCC=CCC=CCCCC)=O